4-(((6-(2-chloro-6-fluorophenyl)-5-oxo-5,6,8,9-tetrahydroimidazo[1,2-a]pyrimido[5,4-e]pyrimidin-2-yl)amino)-2-methylphenyl)-1-methylpiperidine-4-carbonitrile ClC1=C(C(=CC=C1)F)N1C=2N(C3=C(C1=O)C=NC(=N3)NC=3C(=C(C=CC3)C3(CCN(CC3)C)C#N)C)CCN2